C1(CCC1)CN(C1CCC(CC1)N(C1=CC(N(C=2C=CC(=NC12)C#N)C)=O)C)C1=CC2=C(OCCO2)C=C1 8-((4-((cyclobutylmethyl)(2,3-dihydrobenzo[b][1,4]dioxin-6-yl)amino)cyclohexyl)(methyl)amino)-5-methyl-6-oxo-5,6-dihydro-1,5-naphthyridine-2-carbonitrile